N1C=C(C2=CC=CC=C12)CC[C@H]1N(CCC=2C=C3C(=CC12)ONO3)CC3CCOCC3 (R)-5-(2-(1H-indol-3-yl)ethyl)-6-((tetrahydro-2H-pyran-4-yl)methyl)-5,6,7,8-tetrahydro-[1,3]dioxazolo[4,5-g]isoquinoline